(3-isopropyl-6,7-dihydro-5H-cyclopenta[c]pyridin-4-yl)carbamate C(C)(C)C1=C(C2=C(C=N1)CCC2)NC([O-])=O